C(C1=CC=CC=C1)N[C@@H](C(=O)N)CC(C(F)F)(C)C (R)-2-(benzylamino)-5,5-difluoro-4,4-dimethylpentanamide